C(C)C=1C=CC(=NC1)CCOC1=CC=C(C=C1)CC1(C(NC(S1)=O)=O)[2H] 5-({p-[2-(5-ethyl-2-pyridyl)ethoxy]phenyl}methyl)-(5-2H)-1,3-thiazolidine-2,4-dione